ClCC(=O)N1C2=C(OC[C@@H]1C)N=C(C(=C2)CC2=CC=C(C=C2)F)C(=O)NC2CCOCC2 (S)-1-(2-chloroacetyl)-7-(4-fluorobenzyl)-2-methyl-N-(tetrahydro-2H-pyran-4-yl)-2,3-dihydro-1H-pyrido[2,3-b][1,4]oxazine-6-carboxamide